N-(6-(6-(1-methyl-1H-pyrazol-4-yl)imidazo-[1,2-a]pyridin-3-yl)-pyridin-2-yl)-2-azaspiro-[3.4]octan-6-amine CN1N=CC(=C1)C=1C=CC=2N(C1)C(=CN2)C2=CC=CC(=N2)NC2CC1(CNC1)CC2